N1=C(C=CC=C1)C1=CC(=CC(=C1)C1=CC=C(C=C1)C)C1=NC=CC=C1 1,3-bis(pyridin-2-yl)-5-(4-methylphenyl)benzene